CC1CCC(CC1)[C@@H](C(NC1=NC=CC(=C1)CN1C(N[C@@H](C1)C(F)(F)F)=O)=O)NC(OCC1=CC=CC=C1)=O Benzyl ((S)-1-((1r,4S)-4-methylcyclohexyl)-2-oxo-2-((4-(((S)-2-oxo-4-(trifluoromethyl)imidazolidin-1-yl)methyl)pyridin-2-yl)amino)ethyl)carbamate